1-(4-(3-chlorophenyl)-3,4-dihydroquinoxaline-1(2H)-yl)-2-(4-methylpiperazin-1-yl)ethan-1-one ClC=1C=C(C=CC1)N1CCN(C2=CC=CC=C12)C(CN1CCN(CC1)C)=O